C(C)(C)(C)OC(NC1=CC(=NC=C1C1=NNC(C=C1)=O)NC(C)=O)=O (2-acetamido-5-(6-oxo-1,6-dihydropyridazin-3-yl)pyridin-4-yl)carbamic acid tert-butyl ester